COC=1C(=CC(=NC1)C(=O)NC=1SC=C(N1)C)C=1C=NC=CC1C 5'-Methoxy-4-methyl-N-(4-methylthiazol-2-yl)-[3,4'-bipyridine]-2'-carboxamide